tert-Butyl 3-((4-methyl-3-((1-(naphthalen-1-yl)cyclopropyl)carbamoyl)phenoxy)methyl)morpholine-4-carboxylate CC1=C(C=C(OCC2N(CCOC2)C(=O)OC(C)(C)C)C=C1)C(NC1(CC1)C1=CC=CC2=CC=CC=C12)=O